4-[4-(Aminomethyl)piperidin-1-yl]-2-(2,6-dioxopiperidin-3-yl)-2,3-dihydro-1H-isoindole-1,3-dione NCC1CCN(CC1)C1=C2C(N(C(C2=CC=C1)=O)C1C(NC(CC1)=O)=O)=O